Ethyl N-(2-((S)-2-(4-amino-3-chlorobenzamido)-3,3-dimethylbutanamido)-2-phenylacetamido)-N-(2-(2,3,5,6-tetrafluorophenoxy)acetyl)glycinate NC1=C(C=C(C(=O)N[C@H](C(=O)NC(C(=O)NN(CC(=O)OCC)C(COC2=C(C(=CC(=C2F)F)F)F)=O)C2=CC=CC=C2)C(C)(C)C)C=C1)Cl